ethoxyphenyl-(2,4,6-trimethylbenzoyl)phosphine benzyl-(S)-(5-(2-amino-7-(2-oxopyrrolidin-1-yl)-1H-benzo[d]imidazol-1-yl)hexyl)carbamate C(C1=CC=CC=C1)N(C(O)=O)CCCC[C@H](C)N1C(=NC2=C1C(=CC=C2)N2C(CCC2)=O)N.C(C)OP(C(C2=C(C=C(C=C2C)C)C)=O)C2=CC=CC=C2